C(C)CC(CC(=O)OCCCC)=O.C(C)CC(CC(=O)OCCCC)=O dibutyl bis(ethylacetoacetate)